O(C1=CC=CC=C1)C=1C=C(C=C)C=C(C1)OC1=CC=CC=C1 3,5-diphenoxystyrene